1-(1-(2-(aminomethyl)phenyl)-1H-pyrazol-3-yl)piperidin-4-ol tert-butyl-4-((6-bromopyridin-2-yl)oxy)azepane-1-carboxylate C(C)(C)(C)C1N(CCCC(C1)OC1=NC(=CC=C1)Br)C(=O)OC1CCN(CC1)C1=NN(C=C1)C1=C(C=CC=C1)CN